N-(2-tolyl)-1,4-benzoxazine C1(=C(C=CC=C1)N1C=COC2=C1C=CC=C2)C